3-(4-tert-butyl-2-methylphenyl)propanal C(C)(C)(C)C1=CC(=C(C=C1)CCC=O)C